2-(2-isopropylphenyl)pyrazine tert-butyl-((3-(5-chloro-2-(4,4-difluoroazepan-1-yl)-4,6-dimethylnicotinamido)phenyl)(methyl)(oxo)-λ6-sulfaneylidene)carbamate C(C)(C)(C)OC(N=S(=O)(C)C1=CC(=CC=C1)NC(C1=C(N=C(C(=C1C)Cl)C)N1CCC(CCC1)(F)F)=O)=O.C(C)(C)C1=C(C=CC=C1)C1=NC=CN=C1